C(#N)C1=CC=C2C=3C(C4=C(C(C3NC2=C1)(C)C)C=C(C(=C4)CC)C=4C=NN(C4)C(=O)N(C)C)=O 4-(3-cyano-9-ethyl-6,6-dimethyl-11-oxo-6,11-dihydro-5H-benzo[b]carbazol-8-yl)-N,N-dimethyl-1H-pyrazole-1-carboxamide